4-[(2-ethyl-5-fluoro-3-oxo-4H-quinoxalin-6-yl)methyl]Piperazine C(C)C1=NC2=CC=C(C(=C2NC1=O)F)CN1CCNCC1